ClC=1C=CC2=C(N(C=3N=C(C=CC3C2=O)N(C)CCS(=O)(=O)C)CC(=O)[O-])C1SC.[Na+] Sodium 2-{8-chloro-2-[(2-methanesulfonylethyl)(methyl)amino]-9-(methylsulfanyl)-5-oxobenzo[b]1,8-naphthyridin-10-yl}acetate